(S)-4-(6-fluoropyridin-3-yl)-6-(2-hydroxypropoxy)pyrazolo[1,5-a]pyridine-3-carbonitrile FC1=CC=C(C=N1)C=1C=2N(C=C(C1)OC[C@H](C)O)N=CC2C#N